C1(CC1)CC1=CN(C2=CC(=CC=C12)S(=O)(=O)NC1(CC1)C)C=1SC(=NN1)C 3-(cyclopropylmethyl)-N-(1-methylcyclopropyl)-1-(5-methyl-1,3,4-thiadiazol-2-yl)indole-6-sulfonamide